ClC=1C=C(CN(C(O)=O)[C@H](C(=O)N[C@H](CO)CCC(=O)N2CCOC3=C(C2)C=CC=C3)CC3CCCCC3)C=CC1.OC=1C=C(N(CC)CC)C=CC1 3-hydroxy-N,N-diethyl-aniline 3-chlorobenzyl-((S)-3-cyclohexyl-1-(((S)-5-(2,3-dihydrobenzo[f][1,4]oxazepin-4(5H)-yl)-1-hydroxy-5-oxopentan-2-yl)amino)-1-oxopropan-2-yl)carbamate